3-[4-[(Z)-2-(aminomethyl)-3-fluoro-allyloxy]phenyl]oxazolidin-2-one hydrochloride Cl.NC/C(/COC1=CC=C(C=C1)N1C(OCC1)=O)=C/F